FC=1C=C(C=CC1)SC1=CC=CC=C1 phenyl (3-fluorophenyl) sulfide